N1=C2C(=CC=C1)C(NC2)=O 6,7-dihydro-5H-pyrrolo[3,4-b]pyridin-5-one